1-(3-((8-(3-hydroxynaphthalen-1-yl)cinnolin-4-yl)amino)azetidin-1-yl)prop-2-en-1-one OC=1C=C(C2=CC=CC=C2C1)C=1C=CC=C2C(=CN=NC12)NC1CN(C1)C(C=C)=O